4-[4-(4-chlorophenyl)-oxo-butanoyl]benzonitrile ClC1=CC=C(C=C1)C(CCC(=O)C1=CC=C(C#N)C=C1)=O